ClC1=C(C=C(C=C1)S(=O)(=O)C1NCC=2N=C(N=C(C21)N2CCOCC2)N/N=C/C=2C=C(C=CC2)C)C(F)(F)F [4-chloro-3-(trifluoromethyl)phenyl]sulfonyl-4-morpholino-N-[(E)-m-tolylmethyleneamino]-5,7-dihydropyrrolo[3,4-d]pyrimidin-2-amine